Naphtho[1,2-b:5,6-b']diselenophene C=1C2=C([Se]C1)C=1C=CC3=C([Se]C=C3)C1C=C2